The molecule is a triterpene glycoside that is lanost-8-ene substituted by hydroxy groups at positions 25 and 28, a methylidene group at position 24 and a beta-D-glucopyranosyloxy group at position 3. Isolated from the whole plant of Silybum marianum, it exhibits inhibitory activity against chymotrypsin. It has a role as an EC 3.4.21.1 (chymotrypsin) inhibitor and a plant metabolite. It is a triterpenoid saponin, a tetracyclic triterpenoid, a tertiary alcohol, a beta-D-glucoside and a primary alcohol. C[C@H](CCC(=C)C(C)(C)O)[C@H]1CC[C@@]2([C@@]1(CCC3=C2CC[C@@H]4[C@@]3(CC[C@@H]([C@@]4(C)CO)O[C@H]5[C@@H]([C@H]([C@@H]([C@H](O5)CO)O)O)O)C)C)C